3-{[7-(5-Methyl-1,2,4-oxadiazol-3-yl)isoquinolin-1-yl]amino}-N-(1H-pyrazol-4-yl)propanamide CC1=NC(=NO1)C1=CC=C2C=CN=C(C2=C1)NCCC(=O)NC=1C=NNC1